OC1=C(C=CC(=C1)OC)\C=C\C(CC)=O (1E)-1-(2-hydroxy-4-methoxyphenyl)pent-1-en-3-one